C(C)(C)(C)OC(=O)N1C(CC(C1)N1CCOCC1)(C)C 2,2-dimethyl-4-morpholinopyrrolidine-1-carboxylic acid tert-butyl ester